BrC1=C(C(=C(C(=C1)OCCCC)F)F)I 1-bromo-5-butoxy-3,4-difluoro-2-iodobenzene